2-[2-[2-[5-[(4,6-difluoro-1H-indol-5-yl)oxy]-2-fluoro-phenyl]-1H-imidazoL-5-yl]ethyl]isoindoline-1,3-dione FC1=C2C=CNC2=CC(=C1OC=1C=CC(=C(C1)C=1NC(=CN1)CCN1C(C2=CC=CC=C2C1=O)=O)F)F